FC1=CC(=C(OCC2=C(C=C(C=C2)C2C=3C(NC(C2)=O)=NNC3)OC)C=C1)C(F)(F)F 4-(4-{[4-Fluoro-2-(trifluoromethyl)phenoxy]methyl}-3-methoxyphenyl)-2H,4H,5H,6H,7H-pyrazolo[3,4-b]pyridin-6-on